N1=CC=C(C=C1)C1=CC=C(C=C1)C#CC1=CC=C(C=C1)C1=CC=NC=C1 4-(4-{2-[4-(pyridin-4-yl)phenyl]ethynyl}phenyl)pyridine